P(=O)(Cl)Cl Phosphonoyl chloride